NC=1C2=C(N=CN1)N(C(=C2C2=CC(=C(C=C2)CN2CCC(CC2)(F)F)F)C2=CC=C(C=C2)NC(C(=C)C)=O)C N-(4-(4-amino-5-(4-((4,4-difluoropiperidin-1-yl)methyl)-3-fluorophenyl)-7-methyl-7H-pyrrolo[2,3-d]pyrimidin-6-yl)phenyl)methacrylamide